7-bromo-3-hydroxy-1-(2-(methylthio)ethyl)-3-(2-(naphthalen-2-yl)-2-oxoethyl)indolin-2-one BrC=1C=CC=C2C(C(N(C12)CCSC)=O)(CC(=O)C1=CC2=CC=CC=C2C=C1)O